(4-bromophenyl)urea BrC1=CC=C(C=C1)NC(=O)N